CC=1C(=NC(=NC1)NC1=CC(=C(C=C1)CC(=O)N)C(F)(F)F)NC=1C=CC2=C(NC(O2)=O)C1 {4-[5-methyl-4-(2-oxo-2,3-dihydro-benzooxazol-5-ylamino)-pyrimidin-2-ylamino]-2-trifluoromethyl-phenyl}-acetamide